N-[(6-Amino-2-pyridyl)sulfonyl]-2-[cyclobutyl(methyl)amino]-6-(3-fluoro-5-isobutoxyphenyl)pyridin-3-carboxamid NC1=CC=CC(=N1)S(=O)(=O)NC(=O)C=1C(=NC(=CC1)C1=CC(=CC(=C1)OCC(C)C)F)N(C)C1CCC1